7-(2-(5-cyclopropyl-3-(2,6-difluorophenyl)isoxazol-4-yl)-7-azaspiro[3.5]non-1-en-7-yl)isoquinoline-3-carboxylic acid C1(CC1)C1=C(C(=NO1)C1=C(C=CC=C1F)F)C1=CC2(C1)CCN(CC2)C2=CC=C1C=C(N=CC1=C2)C(=O)O